dimethyl-hydroxymethyl-ethoxysilane tert-butyl-(2-(1-cyclopropyl-4,4-difluoro-3-hydroxypent-1-yn-3-yl)-4-fluoro-5-formylphenyl)carbamate C(C)(C)(C)N(C(O)=O)C1=C(C=C(C(=C1)C=O)F)C(C#CC1CC1)(C(C)(F)F)O.C[Si](OCC)(CO)C